2-(4-chloro-7-oxo-7,8-dihydro-pteridin-5(6H)-yl)acetonitrile ClC1=NC=NC=2NC(CN(C12)CC#N)=O